OCC1=NN(C(=C1)NC(=O)C1OC(C(C1)C)(C(F)(F)F)C)C N-(3-(hydroxymethyl)-1-methyl-1H-pyrazol-5-yl)-4,5-dimethyl-5-(trifluoromethyl)tetrahydrofuran-2-carboxamide